FC1=C(C(=CC=C1)F)C1=N[C@H](C2=NC(=NN2C=2SC=3CCCOCC3C12)C(=O)N[C@@H]1C[C@@H](C1)O)C (7S)-9-(2,6-difluorophenyl)-N-(cis-3-hydroxycyclobutyl)-7-methyl-13-oxa-18-thia-2,3,5,8-tetraazatetracyclo[8.8.0.02,6.011,17]octadeca-1(10),3,5,8,11(17)-pentaene-4-carboxamide